zinc ethylphenyl dithiocarbamate zinc butylphenyl-dithiocarbamate sodium dimethyldithiocarbamate CN(C([S-])=S)C.[Na+].C(CCC)N(C([S-])=S)C1=CC=CC=C1.[Zn+2].C(N)(SC1=C(C=CC=C1)CC)=S.[Zn+2]